N-([1,1':4',1''-terphenyl]-2'-yl)anthracen-9-amine C1(=CC=CC=C1)C1=C(C=C(C=C1)C1=CC=CC=C1)NC=1C2=CC=CC=C2C=C2C=CC=CC12